FC1=C(C=C(C=C1)NC(=O)C=1N(C=C2C1OC[C@@H]1[C@H](NS2(=O)=O)CN(C1)C(C(=O)OC)=O)C)C cis-Methyl 2-(8-((4-fluoro-3-methylphenyl)carbamoyl)-7-methyl-5,5-dioxido-3a,4,10,10a-tetrahydro-1H,7H-dipyrrolo[3,4-b:3',4'-f][1,4,5]oxathiazocin-2(3H)-yl)-2-oxoacetate